C(C1=CC=CC=C1)OCCCOCCCC1OCCO1 2-(3-(3-(benzyloxy)propoxy)propyl)-1,3-dioxolane